[C@@H](C)(CC)N1N=C(C=C1C(=O)OCC)C |r| Ethyl (±)-1-(sec-butyl)-3-methyl-1H-pyrazole-5-carboxylate